CS(=O)(=O)CCCS(=O)(=O)C1=CC=C(OC[C@H]2C[C@H](N(C2)[C@@H]2CC=3C=CC=C(C3CC2)C#N)C)C=C1 (6S)-6-[(2R,4S)-4-{[4-(3-methanesulfonylpropanesulfonyl)phenoxy]methyl}-2-methylpyrrolidin-1-yl]-5,6,7,8-tetrahydronaphthalene-1-carbonitrile